FC1=C(N=CC2=C1N=C(N=C2[C@@H](C)C(C)(C)O)OC[C@]21CCCN1C[C@@H](C2)F)C2=C(C=CC1=CC=CC=C21)O (8-fluoro-2-{[(2R,7aS)-2-fluorotetrahydro-1H-pyrrolizin-7a(5H)yl]methoxy}-4-[(2R)-3-hydroxy-3-methylbutan-2-yl]pyrido[4,3-d]pyrimidin-7-yl)naphthalen-2-ol